C(C)C1=CC=NC=C1C=O 4-Ethyl-nicotinaldehyde